ClC1=CC(=NN1C)[C@@H](CN(O)O)C(C(=O)OCC)C(=O)OCC diethyl 2-[(1R)-1-(5-chloro-1-methyl-pyrazol-3-yl)-2-(dihydroxyamino)ethyl]propanedioate